CN(C1=CC=C(NC=2C3=CC=CC=C3N=C3C=C(C=CC23)NC(CCN2CCCC2)=O)C=C1)C N-[9-[4-(dimethylamino)anilino]acridin-3-yl]-3-pyrrolidin-1-ylpropanamide